CC(CNC(C)C1=CC=CC=C1)C 2-methyl-N-(1-phenylethyl)propan-1-amine